N[C@H](C(=O)O)CCCNC=1NC=CN1 (2S)-2-amino-5-(1H-imidazol-2-ylamino)pentanoic acid